C[C@@]12C(=CC[C@H]1[C@@H]1CC=C3C[C@H](CC[C@]3(C)[C@H]1CC2)O)O (3beta)-androstane-5,16-diene-3,17-diol